ClC1=C(C(=CC=C1)C)NC(=O)C1=CN=C(S1)NC1=NC(=NC(=C1)N1CCN(CC1)CCCCCC(=O)NC1=CC=C(C=C1)C1C(NC(CC1)=O)=O)C N-(2-chloro-6-methylphenyl)-2-((6-(4-(6-((4-(2,6-dioxopiperidin-3-yl)phenyl)amino)-6-oxohexyl)piperazin-1-yl)-2-methylpyrimidin-4-yl)amino)thiazole-5-carboxamide